1,2-diethenylbenzene C(=C)C1=C(C=CC=C1)C=C